alpha-Octene C=CCCCCCC